ClC=1C(=NC=CC1)OC[C@@H]1N(CCC1)C1=C(C=C2C(C(=CN(C2=C1)C=1C=NC(=CC1)N1C[C@@H](CC1)N(C)C)C(=O)O)=O)C#N 7-((R)-2-(((3-chloropyridin-2-yl)oxy)methyl)pyrrolidin-1-yl)-6-cyano-1-(6-((R)-3-(dimethylamino)pyrrolidin-1-yl)pyridin-3-yl)-4-oxo-1,4-dihydroquinoline-3-carboxylic acid